3-bromo-5,7-difluoro-1-p-toluenesulfonyl-1H-indole BrC1=CN(C2=C(C=C(C=C12)F)F)S(=O)(=O)C1=CC=C(C)C=C1